N-[5-[3-[(4-hydroxyphenyl)sulfamoyl]-4-methoxy-phenyl]-4-methyl-thiazol-2-yl]piperidine-2-carboxamide OC1=CC=C(C=C1)NS(=O)(=O)C=1C=C(C=CC1OC)C1=C(N=C(S1)NC(=O)C1NCCCC1)C